FC1(OC2=C(O1)C=CC(=C2)/C=C/C(=O)N2CCN(CC2)C(=O)C2=NC(=NC(=C2)OC)C(C)(C)O)F (E)-3-(2,2-difluorobenzo[d][1,3]dioxol-5-yl)-1-(4-(2-(2-hydroxypropan-2-yl)-6-methoxypyrimidine-4-carbonyl)piperazin-1-yl)prop-2-en-1-one